2-[4-(1-tert-Butyl-5-methyl-1H-pyrazole-3-carbonyl)-piperazin-1-yl]-1-(4-fluoro-phenyl)-ethanone C(C)(C)(C)N1N=C(C=C1C)C(=O)N1CCN(CC1)CC(=O)C1=CC=C(C=C1)F